diphenyl-4-hydroxy-3,5-dibromobenzyl phosphate P(=O)(OC(C1=CC(=C(C(=C1)Br)O)Br)(C1=CC=CC=C1)C1=CC=CC=C1)([O-])[O-]